C(C=1C(O)=CC=CC1)(=O)O.N1C(COCC1)=O morpholinone salicylate